C(C)(C)(C)OC(=O)N1C[C@@H]([C@H](C1)NC(=O)N1[C@H](C2=CC=CC=C2CC1)C1=CC=C(C=C1)F)F (3S,4S)-3-fluoro-4-((S)-1-(4-fluorophenyl)-1,2,3,4-tetrahydroisoquinoline-2-carboxamido)pyrrolidine-1-carboxylic acid tert-butyl ester